N1CCC(CC1)C=1C(NN=CC1)=O piperidin-4-yl-pyridazin-3-one